3-bromo-6-chloro-1-cyclopropyl-7-fluoro-1H-pyrazolo[4,3-c]pyridine BrC1=NN(C2=C1C=NC(=C2F)Cl)C2CC2